O1CCN(CC1)C1CC(C1)N(C([O-])=O)C=1N=CC2=C(C(=C(C=C2C1)C1=C(C2=C(OCCN2)N=C1)C)F)N 3-Morpholinocyclobutyl(8-amino-7-fluoro-6-(8-methyl-2,3-dihydro-1H-pyrido[2,3-b][1,4]oxazin-7-yl)isoquinolin-3-yl)carbamate